ClC1=C(C=CC=C1)C1C(O1)(C1=C(C=C(C=C1)F)F)CN1N=CN=C1SC#N 1-{[3-(2-chlorophenyl)-2-(2,4-difluorophenyl)oxiran-2-yl]methyl}-1H-1,2,4-triazol-5-ylthiocyanat